tert-butyl 1,1-dichloro-3-methyl-2-oxo-7-azaspiro[3.5]nonane-7-carboxylate ClC1(C(C(C12CCN(CC2)C(=O)OC(C)(C)C)C)=O)Cl